6-methyl-[1,2,5]thiadiazolo[3,4-b]pyridin-5-amine CC1=CC=2C(N=C1N)=NSN2